COC1CCC2(CNCN2)CC1 trans-8-methoxy-1,3-Diazaspiro[4.5]decane